C(C)(C)(C)OC(=O)N1C[C@H](N(CC1)C=1C2=C(N=CN1)NC=C2C2=C(C=CC=C2)F)C (R)-4-(5-(2-fluorophenyl)-7H-pyrrolo[2,3-d]pyrimidin-4-yl)-3-methylpiperazine-1-carboxylic acid tert-butyl ester